CC=1C(=NC=C(C1)C)N1CCN(CC1)C(=O)C1=CC=C(C=C1)[C@@]1(C(N(C(N1)=O)CCO)=O)C (R)-5-{4-[4-(3,5-dimethylpyridin-2-yl)piperazine-1-carbonyl]phenyl}-3-(2-hydroxyethyl)-5-methylimidazolidine-2,4-dione